5-bromo-1-(p-tolylsulfonyl)pyrrolo[2,3-b]pyridine BrC=1C=C2C(=NC1)N(C=C2)S(=O)(=O)C2=CC=C(C=C2)C